FC1=C(C=CC=C1)C1=NC(=NC=2[C@]3([C@H](CCC12)[C@H](C(C(=C3)C#N)=O)CCC)C)C3=CC=NC1=CC=CC=C31 (6aR,7R,10aS)-4-(2-fluorophenyl)-10a-methyl-8-oxo-7-propyl-2-(quinolin-4-yl)-5,6,6a,7,8,10a-hexahydrobenzo[h]quinazoline-9-carbonitrile